4-(2-(Cyclopropaneamido)pyridin-4-yl)-3-nitro-N-(piperidin-4-yl)benzamide hydrochloride Cl.C1(CC1)C(=O)NC1=NC=CC(=C1)C1=C(C=C(C(=O)NC2CCNCC2)C=C1)[N+](=O)[O-]